N1C=C(C2=CC=CC=C12)C1N(CC2=CC(=CC=C12)C=1SC=CC1)C(=O)N (1H-indol-3-yl)-5-(thiophen-2-yl)isoindoline-2-carboxamide